[Si](C)(C)(C(C)(C)C)O[C@@H]([C@H](CO)OCCC1=CC=CC=C1)C1=CC(=C(C(=C1)OC)C)OC (2S,3R)-3-((tert-butyldimethylsilyl)oxy)-3-(3,5-dimethoxy-4-methylphenyl)-2-phenethyloxypropan-1-ol